FC(C(=O)O)(F)F.N=1CCCC1C=1C(=NN(C1)C)OC 4-(3,4-dihydro-2H-pyrrol-5-yl)-3-methoxy-1-methyl-1H-pyrazole, trifluoroacetic acid salt